5-(benzyloxy)-N-((1R,3s,5S)-9-azabicyclo[3.3.1]nonan-3-yl)-2-methylbenzofuran-3-carboxamide C(C1=CC=CC=C1)OC=1C=CC2=C(C(=C(O2)C)C(=O)NC2C[C@H]3CCC[C@@H](C2)N3)C1